C(#C)C=1C=NN(C1C(=O)N(C)C)C 4-ethynyl-N,N,1-trimethyl-1H-pyrazole-5-carboxamide